NC1=NN2C(C=C(C=C2)C=2C(=C(C(=O)NCC([C@H](C3=CC=C(C=C3)F)F)(F)F)C(=CC2)Cl)F)=N1 (S)-3-(2-amino-[1,2,4]triazolo[1,5-a]pyridin-7-yl)-6-chloro-2-fluoro-N-(2,2,3-trifluoro-3-(4-fluorophenyl)propyl)benzamide